5-(Benzylselanyl)-2-ethoxy-6-phenyl-3,4-dihydro-1,2-oxaphosphinine 2-oxide C(C1=CC=CC=C1)[Se]C=1CCP(OC1C1=CC=CC=C1)(OCC)=O